C[C@H]1CN(CCN1C)C1=C(C=C(C(=C1)OC)NC1=NC=NC(=C1)N1OCC[C@@H]1C=1C=C(C=CC1)C1=CC(=CC=C1)F)NC(C=C)=O N-(2-((S)-3,4-dimethylpiperazin-1-yl)-5-((6-((R)-3-(3'-fluoro-[1,1'-biphenyl]-3-yl)isoxazolidin-2-yl)pyrimidin-4-yl)amino)-4-methoxyphenyl)acrylamide